ethanedioic acid carbon [C].C(C(=O)O)(=O)O